6,7-dichlorotetrazolo[5,1-a]phthalazine ClC1=NN2C(C3=CC=CC(=C13)Cl)=NN=N2